Methyl 2-(8-cyano-1-((2R,4R)-2-methyltetrahydro-2H-pyran-4-yl)-1H-imidazo[4,5-c]quinolin-2-yl)acetate C(#N)C1=CC=2C3=C(C=NC2C=C1)N=C(N3[C@H]3C[C@H](OCC3)C)CC(=O)OC